O(C1=CC=CC=C1)C1=NC(=NC(=C1)C1=CC=CC=C1)NS(=O)(=O)C=1C=NNC1 N-(4-phenoxy-6-phenyl-pyrimidin-2-yl)-1H-pyrazole-4-sulfonamide